naphthalene-1-d C1(=CC=CC2=CC=CC=C12)[2H]